1-[2-[4-(2-chloro-3-fluoro-phenyl)-2-oxo-chromen-7-yl]oxypropionyl]piperidine-3-sulfonamide ClC1=C(C=CC=C1F)C1=CC(OC2=CC(=CC=C12)OC(C(=O)N1CC(CCC1)S(=O)(=O)N)C)=O